tert-butyl (2-bromo-5-fluoropyridin-4-yl)carbamate BrC1=NC=C(C(=C1)NC(OC(C)(C)C)=O)F